FC(C1=CC=C(C=C1)S(=O)(=O)N)F 4-(difluoromethyl)benzenesulfonamide